3-[[4-chloro-6-(o-tolyl)-5-(trifluoromethyl)pyrimidin-2-yl]sulfamoyl]benzoic acid ClC1=NC(=NC(=C1C(F)(F)F)C1=C(C=CC=C1)C)NS(=O)(=O)C=1C=C(C(=O)O)C=CC1